COC1=C(C(=CC(=C1)C1=NC2=C(C=NC(=C2)N2CCOCC2)N1)O)O 3-methoxy-5-(6-morpholino-3H-imidazo[4,5-c]pyridin-2-yl)benzene-1,2-diol